1',5,5-trimethyl-2',4-dioxo-1',2'-dihydrospiro[cyclohexane-1,3'-pyrrolo[2,3-b]pyridin] CN1C(C2(C=3C1=NC=CC3)CCC(C(C2)(C)C)=O)=O